O[C@H]1[C@@H]([C@@H]2[C@@H](OC[C@H](CC2)CCCCCC(=O)O)C1)\C=C\[C@H](COC1=CC=CC=C1)O 6-{(3S,5aR,6R,7R,8aS)-7-hydroxy-6-[(1E,3R)-3-hydroxy-4-phenoxy-1-buten-1-yl]octahydro-2H-cyclopenta[b]oxepin-3-yl}hexanoic acid